C(C)(C)(C)OC(N=S(=O)(C)C1=CC(=CC=C1)Br)=O.[N+](=O)([O-])C1=CC=C(C2=CC=CC=C12)OC(C)C1=CC=C(C=C1)CCN1CCCCC1 (2-(4-(1-((4-nitronaphthalen-1-yl)oxy)ethyl)phenyl)ethyl)piperidine tert-butyl-((3-bromophenyl)(methyl)(oxo)-λ6-sulfaneylidene)carbamate